tert-butyl (2-(6-bromo-1-(2-(methylamino)-2-oxoethyl)-1H-indol-3-yl)ethyl)(N,N-dimethylsulfamoyl)carbamate BrC1=CC=C2C(=CN(C2=C1)CC(=O)NC)CCN(C(OC(C)(C)C)=O)S(N(C)C)(=O)=O